N1C[C@H](CC1)N1CCCC1 1-[(3S)-pyrrolidin-3-yl]pyrrolidine